[C@H](C)(CC)[C@@H]1N(CC2=C(NC1=O)C=CC=C2)C2=NOC(=N2)C (S)-3-((S)-sec-Butyl)-4-(5-methyl-1,2,4-oxadiazol-3-yl)-1,3,4,5-tetrahydro-2H-benzo[e][1,4]diazepin-2-one